C1(=CC=CC=C1)C1=CC(C2=CC=CC=C12)=[Ru-]Cl [3-phenyl-1H-inden-1-yliden]ruthenium(II) chlorid